2'-ethoxy-N-[(3S)-1-methylpyrrolidin-3-yl]-[2,3'-bipyridine]-6-carboxamide C(C)OC1=NC=CC=C1C1=NC(=CC=C1)C(=O)N[C@@H]1CN(CC1)C